trans-methyl 4-(Chlorocarbonyl)cyclohexanecarboxylate ClC(=O)[C@@H]1CC[C@H](CC1)C(=O)OC